(2S,3S,4R,5R)-3,4-dihydroxyl-N-methoxy-5-(6-(methylamino)-2-(5-phenoxypyridin-3-yl)-9H-purin-9-yl)tetrahydrofuran-2-carboxamide O[C@@H]1[C@H](O[C@H]([C@@H]1O)N1C2=NC(=NC(=C2N=C1)NC)C=1C=NC=C(C1)OC1=CC=CC=C1)C(=O)NOC